1-(3-chloro-5,8-dihydropyrido[3,4-c]pyridazin-7(6H)-yl)-2-(methanesulfonyl)ethanone ClC1=CC2=C(N=N1)CN(CC2)C(CS(=O)(=O)C)=O